BrC1=C(C=C2C(=NC(=NC2=C1F)SC)N1CCN(CC1)C(=O)OC(C)(C)C)Cl tert-Butyl 4-(7-bromo-6-chloro-8-fluoro-2-methylsulfanyl-quinazolin-4-yl)piperazine-1-carboxylate